Cl[C@H](CN(CC1=CC=CC=C1)C)C1=CC=C(C=C1)C(F)(F)F (βs)-β-chloro-N-methyl-N-(phenylmethyl)-4-(trifluoromethyl)phenethylamine